FC=1C(=CC=2C3=C(NC(C2C1)=O)COCC3N(C(=O)C=3NC1=CC(=CC=C1C3)F)C)F N-(8,9-difluoro-6-oxo-1,4,5,6-tetrahydro-2H-pyrano[3,4-c]isoquinolin-1-yl)-6-fluoro-N-methyl-1H-indole-2-carboxamide